azanium 6-aminohexanoic acid NCCCCCC(=O)O.[NH4+]